C(C)(C)(C)[C@]1(N(C[C@@H](C1)F)C(=O)O)[C@@]1(OC2=C(C1)C(=C(C(=C2)F)Cl)Br)C2=CC=CC=C2.O(S(=O)(=O)O)C[C@@]21CCC[C@H]2[C@@H]2CCC3=CC(CC[C@]3(C)[C@H]2CC1)=O (sulfoxy)androst-4-en-3-one tert-butyl-(2S,4R)-2-((S)-4-bromo-5-chloro-6-fluoro-2-phenyl-2,3-dihydrobenzofuran-2-yl)-4-fluoropyrrolidine-1-carboxylate